tetrahydro-pyrrolo[1,2-c]pyrimidine C1NCCC=2N1C=CC2